ClC=1C=C(C=CC1)C1=NOC(=C1)N 3-(3-chlorophenyl)isoxazol-5-amine